methyl (E)-3-(3-chlorophenyl)acrylate ClC=1C=C(C=CC1)/C=C/C(=O)OC